2-(4-methoxyphenyl)-4(1H)-quinolone COC1=CC=C(C=C1)C=1NC2=CC=CC=C2C(C1)=O